IC1=C(C(=O)N)C(=C(C(=C1)I)NC(COC)=O)I 2,4,6-triiodo-5-(2-methoxyacetylamino)Benzamide